C(C=C)(=O)N1CC(C1)N1CCN(CC1)C(CN1CC(NC2=CC=CC=C12)=O)=O 4-(2-(4-(1-acryloylazetidin-3-yl)piperazin-1-yl)-2-oxoethyl)-3,4-dihydroquinoxalin-2(1H)-one